7-isopropoxybenzofuran-4-carbaldehyde C(C)(C)OC=1C=CC(=C2C=COC21)C=O